BrC1=C(C=CC2=CC=CC=C12)C1CC(C(O1)=O)=C 5-(1-bromonaphthalen-2-yl)-3-methylenedihydrofuran-2(3H)-one